N-(4-hydroxybutyryl)-gamma-aminopropyl-trimethoxysilane OCCCC(=O)NCCC[Si](OC)(OC)OC